[8-(1-octylnonoxy)-8-oxo-octyl] (2S)-4-hydroxypyrrolidine-2-carboxylate OC1C[C@H](NC1)C(=O)OCCCCCCCC(=O)OC(CCCCCCCC)CCCCCCCC